4-cyano-1H-pyrazole-1-carboxylic acid tert-butyl ester C(C)(C)(C)OC(=O)N1N=CC(=C1)C#N